4-((6-bromopyridin-3-yl)methyl)morpholine (R)-methyl-6-chloro-3-(1-(5-ethyl-9-methyl-2-(1-methyl-1H-pyrazol-3-yl)imidazo[1,2-c]quinazolin-7-yl)ethylamino)picolinate COC(C1=NC(=CC=C1N[C@H](C)C1=CC(=CC=2C=3N(C(=NC12)CC)C=C(N3)C3=NN(C=C3)C)C)Cl)=O.BrC3=CC=C(C=N3)CN3CCOCC3